ClC1=C(C(=NN1C)C1=C(N=C(O1)CC)C)C(=O)N1CCC2(CC1)CCN(CC2)CCC(C)(C)C (5-Chloro-3-(2-ethyl-4-methyloxazol-5-yl)-1-methyl-1H-pyrazol-4-yl)(9-(3,3-dimethylbutyl)-3,9-diazaspiro[5.5]undecan-3-yl)methanone